N-phenyl-benzylamine C1(=CC=CC=C1)NCC1=CC=CC=C1